tert-Butoxycarbonyl-(4-oxo-4-(4-(5-(trifluoromethyl)pyrimidin-2-yl)piperazin-1-yl)butyl)amide C(C)(C)(C)OC(=O)[N-]CCCC(N1CCN(CC1)C1=NC=C(C=N1)C(F)(F)F)=O